COC(CCCCC\C=C/CCCCCC)=O (Z)-7-tetradecenoic acid methyl ester